FC1=CC2=C(N(C3=C(NC2C(F)(F)F)C=CC=C3)C(CCC)=O)C=C1 1-[2-fluoro-11-(trifluoromethyl)-10,11-dihydro-5H-dibenzo[b,e][1,4]diazepin-5-yl]butan-1-one